FC=1C=C2C(=CC1)N(CC21CCOCC1)C=1C2=C(N=CN1)C=CC(=N2)C=2C=NN(C2)C 5-fluoro-1-(6-(1-methyl-1H-pyrazol-4-yl)pyrido[3,2-d]pyrimidin-4-yl)-2',3',5',6'-tetrahydrospiro[indoline-3,4'-pyran]